(E)-2-((dimethylamino)methylene)-3-oxo-8-azabicyclo[3.2.1]octane-8-carboxylic acid tert-butyl ester C(C)(C)(C)OC(=O)N1C2\C(\C(CC1CC2)=O)=C/N(C)C